ethyl N-(tert-butoxycarbonyl)-N-(1-(4-(trifluoromethyl)phenyl) imidazo[1,5-a]pyridin-3-yl)glycinate C(C)(C)(C)OC(=O)N(CC(=O)OCC)C1=NC(=C2N1C=CC=C2)C2=CC=C(C=C2)C(F)(F)F